adenosine 5'-phosphosulfate sodium salt C1=NC(=C2C(=N1)N(C=N2)C3C(C(C(O3)COP(=O)(O)OS(=O)(=O)O)O)O)N.[Na]